tert-butyl (S)-4-(6-chloro-7-(2,3-dimethoxyphenyl)-1-(2-isopropyl-4-methylpyridin-3-yl)-2-oxo-1,2-dihydropyrido[2,3-d]pyrimidin-4-yl)-3-methylpiperazine-1-carboxylate ClC1=CC2=C(N(C(N=C2N2[C@H](CN(CC2)C(=O)OC(C)(C)C)C)=O)C=2C(=NC=CC2C)C(C)C)N=C1C1=C(C(=CC=C1)OC)OC